The molecule is an organic anion that is the conjugate base of isoaspulvinone E, arising from selective deprotonation of the butenolide OH group; major species at pH 7.3. It is a conjugate base of an isoaspulvinone E. C1=CC(=CC=C1/C=C/2\\C(=C(C(=O)O2)C3=CC=C(C=C3)O)[O-])O